CN1C(CC(CC1)NC(C(COC1=NC=CC=C1OC(F)(F)F)(C)C)=O)C N-(1,2-dimethylpiperidin-4-yl)-2,2-dimethyl-3-((3-(trifluoromethoxy)pyridin-2-yl)oxy)propanamide